Cl.FC1=CC=C(C=C1)C1=NN2C(CNCC2CC(=O)N(C)C)=C1C1=CC=NC=C1 2-(2-(4-fluorophenyl)-3-(pyridin-4-yl)-4,5,6,7-tetrahydropyrazolo[1,5-a]pyrazin-7-yl)-N,N-dimethylacetamide hydrochloride